(R)-2-chloro-8-methyl-8-(trifluoromethyl)-N-(6-(trifluoromethyl)pyridazin-4-yl)-7,8-dihydro-6H-pyrazolo[1,5-a]pyrrolo[2,3-e]pyrimidine-6-carboxamide ClC1=NN2C(N=CC3=C2[C@@](CN3C(=O)NC3=CN=NC(=C3)C(F)(F)F)(C(F)(F)F)C)=C1